2-formylmethylene-1,3,3-trimethylindoline C(=O)C=C1N(C2=CC=CC=C2C1(C)C)C